ClC1=C(C=CC=C1C1=C(C(=NC=C1)C1=CC=C2C(=CN(C2=C1)C)CNCC)Cl)C1=CC=C(C(=N1)OC)CNC[C@@H]1CCC(N1)=O (S)-5-((((6-(2-chloro-3-(3-chloro-2-(3-((ethylamino)methyl)-1-methyl-1H-indol-6-yl)pyridin-4-yl)phenyl)-2-methoxypyridin-3-yl)methyl)amino)methyl)pyrrolidin-2-one